N-[(1R,3S)-3-{[6-chloro-2-(trifluoromethyl)quinolin-4-yl]amino}cyclohexyl]-2,3-dioxo-2,3-dihydro-1H-indole-7-carboxamide ClC=1C=C2C(=CC(=NC2=CC1)C(F)(F)F)N[C@@H]1C[C@@H](CCC1)NC(=O)C=1C=CC=C2C(C(NC12)=O)=O